C(C)OC([C@@H](NC(CCC)=O)CC(=O)OCC)=O butyryl-L-aspartic acid diethyl ester